methyl 2-(bis(4-methoxybenzyl) amino)-4-(butylamino)-6-methylpyrimidine-5-carboxylate COC1=CC=C(CN(C2=NC(=C(C(=N2)NCCCC)C(=O)OC)C)CC2=CC=C(C=C2)OC)C=C1